Cl\C(\C(F)(F)F)=C/C(C(F)(F)F)C(Cl)Cl (Z)-2-chloro-4-(dichloromethyl)-1,1,1,5,5,5-hexafluoropent-2-ene